CN(C(=O)C1=CN(CCS1)N1C=C(C=C1)C)C[C@@H]1NCCCC1 (R)-N-Methyl-4-(3-methyl-1H-pyrryl)-N-(piperidin-2-ylmethyl)-3,4-dihydro-2H-1,4-thiazine-6-carboxamide